3-(4-Isopropyl-6-methylcyclohex-3-en-1-yl)propanal C(C)(C)C1=CCC(C(C1)C)CCC=O